CC1(N(CCN(C1)C1=NN(C(=C1)C)C1=CC=C(C=C1)OC(F)(F)F)CCN1CCOCC1)C 4-[2-[2,2-dimethyl-4-[5-methyl-1-[4-(trifluoromethoxy)phenyl]pyrazol-3-yl]piperazin-1-yl]ethyl]morpholine